2-Methoxy-6-(1H-pyrazol-1-yl)benzenethiol COC1=C(C(=CC=C1)N1N=CC=C1)S